1-(6-(6-(trifluoromethyl)-2,3-dihydro-4H-benzo[b][1,4]thiazol-4-yl)hexyl)piperidine FC(C1=CC(C2C(SCN2)=C1)CCCCCCN1CCCCC1)(F)F